Racemic-3-(2-(difluoromethyl)-3,4-difluorobenzyl)-1-(3-(5-methylpyridazin-4-yl)-1H-1,2,4-triazol-5-yl)piperidin-2-one FC(C1=C(C[C@@H]2C(N(CCC2)C2=NC(=NN2)C2=CN=NC=C2C)=O)C=CC(=C1F)F)F |r|